6-[8-(3-{[(1,3-benzothiazol-7-yl)methyl]amino}propanoyl)-3,8-diazabicyclo[3.2.1]octan-3-yl]-5-methylpyridine-3-carbonitrile S1C=NC2=C1C(=CC=C2)CNCCC(=O)N2C1CN(CC2CC1)C1=C(C=C(C=N1)C#N)C